O1COC2=C1C=CC(=C2)C2=NOC(=N2)CSC=2N=NC(=CC2)C(F)(F)F 3-({[3-(2H-1,3-benzodioxol-5-yl)-1,2,4-oxadiazol-5-yl]methyl}sulfanyl)-6-(trifluoromethyl)pyridazine